4-(4-bromo-2-fluoroanilino)-6-methoxy-7-[(1-methylpiperidin-4-yl)methoxy]quinazoline BrC1=CC(=C(NC2=NC=NC3=CC(=C(C=C23)OC)OCC2CCN(CC2)C)C=C1)F